N-(2-(4-(Tert-butyl)phenyl)-4-methoxyquinolin-7-yl)acrylamide C(C)(C)(C)C1=CC=C(C=C1)C1=NC2=CC(=CC=C2C(=C1)OC)NC(C=C)=O